ClC1=C(C=C2C(=NN=C(C2=C1)N1CCN(CC1)C(C=C)=O)C1=C(C=CC=C1)C(C)C)C1=C(C=CC=C1O)F 1-(4-(7-chloro-6-(2-fluoro-6-hydroxyphenyl)-4-(2-(2-propanyl)-phenyl)-1-phthalazin-yl)-1-piperazinyl)-2-propen-1-one